8-Chloro-7-fluoronaphthalene-1-ol ClC=1C(=CC=C2C=CC=C(C12)O)F